3-Oxa-1,5-pentandiamin C(COCCN)N